FC(CN(C1=CC=C(C(=O)NC2CCC(CC2)NC2=CC(=C(C=C2)C#N)C(F)(F)F)C=C1)C)F 4-[(2,2-difluoroethyl)(methyl)amino]-N-[(1s,4s)-4-{[4-cyano-3-(trifluoromethyl)phenyl]amino}cyclohexyl]benzamide